8-(2-fluoro-5-(2-morpholinoethoxy)phenyl)-N2-(6-morpholinopyridin-3-yl)quinazoline-2,4-diamine FC1=C(C=C(C=C1)OCCN1CCOCC1)C=1C=CC=C2C(=NC(=NC12)NC=1C=NC(=CC1)N1CCOCC1)N